(1S,4S)-N-(4-hydroxyphenyl)-2,5-diazabicyclo[2.2.1]Heptane-2-carboxamide hydrobromide Br.OC1=CC=C(C=C1)NC(=O)N1[C@@H]2CN[C@H](C1)C2